(3-chloro-4-fluorophenyl)(5-(trifluoromethyl)-1H-pyrazol-3-yl)methylamine hydrochloride Cl.ClC=1C=C(C=CC1F)NCC1=NNC(=C1)C(F)(F)F